2-phenyl-2-(2-piperidinyl)acetic acid methyl ester COC(C(C1NCCCC1)C1=CC=CC=C1)=O